tert-butyl (S)-(1-(6-((2-morpholino-5-(piperidin-1-yl)oxazolo[4,5-b]pyridin-6-yl)carbamoyl)pyridin-2-yl)pyrrolidin-3-yl)carbamate O1CCN(CC1)C=1OC=2C(=NC(=C(C2)NC(=O)C2=CC=CC(=N2)N2C[C@H](CC2)NC(OC(C)(C)C)=O)N2CCCCC2)N1